C(C)(C)(C)OC(=O)N[C@@H](CCCCNC(CCOCCOCCOCCOCCOCCOC)=O)C(=O)OC1=C(C(=CC(=C1F)F)F)F 2,3,5,6-tetrafluorophenyl (S)-26-((tert-butoxycarbonyl)amino)-20-oxo-2,5,8,11,14,17-hexaoxa-21-azaheptacosan-27-oate